C(C)(C)(C)OC(=O)N1C=CC2=C(C=CC=C12)C1=C(C=CC=C1)C(=O)OC 4-(2-(methoxycarbonyl)-phenyl)-1H-indole-1-carboxylic acid tert-butyl ester